1-(7-(8-ethynyl-7-fluoro-3-hydroxynaphthalen-1-yl)-8-fluoro-2-(((2R,7aS)-2-fluorotetrahydro-1H-pyrrolizin-7a(5H)-yl)methoxy)quinazolin-4-yl)piperidine-4-carbonitrile C(#C)C=1C(=CC=C2C=C(C=C(C12)C1=CC=C2C(=NC(=NC2=C1F)OC[C@]12CCCN2C[C@@H](C1)F)N1CCC(CC1)C#N)O)F